FC1=CC2=C(C(=NO2)NC(OCC(Cl)(Cl)Cl)=O)C(=C1)C1=C(C=C(C=C1F)F)F 2,2,2-Trichloroethyl [6-fluoro-4-(2,4,6-trifluorophenyl)-1,2-benzoxazol-3-yl]carbamate